C(C1=CC=CC=C1)C=1NC=2N(C(C1)=O)N=C(N2)N(C)C2=C(C=CC(=C2)C2=NN(C=C2)C)Cl 5-benzyl-2-[[2-chloro-5-(1-methylpyrazol-3-yl)phenyl]-methylamino]-4H-[1,2,4]-triazolo[1,5-a]pyrimidin-7-one